CC1=CC=C(CN2CC(OCCC2)CN2CCC(CC2)C=2C=C(C=CC2)O)C=C1 3-{1-[(4-(4-methylbenzyl)-1,4-oxazepan-2-yl)methyl]piperidin-4-yl}phenol